C(C1=CC=CC=C1)OCC1(CCC(CC1)O[Si](C)(C)C(C)(C)C)C(=O)O 1-((Benzyloxy)Methyl)-4-((Tert-Butyldimethylsilyl)Oxy)Cyclohexane-1-Carboxylic Acid